C[Si](CCOCN1C=NC2=C1C=CC=C2C=2C=NC=CC2N)(C)C 3-[1-(2-trimethylsilylethoxymethyl)benzimidazol-4-yl]pyridin-4-amine